O=C(/C=C/C1=CC=C(C(=O)OC)C=C1)C=1SC=CN1 Methyl (E)-4-(3-oxo-3-(thiazol-2-yl)prop-1-en-1-yl)benzoate